phenyl (5-tert-butyl-[1,3,4]thiadiazol-2-yl)-carbamate C(C)(C)(C)C1=NN=C(S1)NC(OC1=CC=CC=C1)=O